O1C(CCCC1)N1N=CC(=N1)B1OC(C(O1)(C)C)(C)C 2-(oxan-2-yl)-4-(4,4,5,5-tetramethyl-1,3,2-dioxaborolan-2-yl)-1,2,3-triazole